C(C)C=1N=C(SC1)[C@H](CC1=CC=C(C=C1)NS(=O)(=O)O)NC(C(CC1=CC=CC=C1)C1=CC(=CC=C1)OC)=O (S)-4-{2-(4-ethylthiazol-2-yl)-2-[2-(3-methoxyphenyl)-3-phenylpropionylamino]-ethyl}phenylaminosulfonic acid